CNCCCC(=O)C=1C=NC=CC1 4-methylamino-1-(3-pyridyl)-1-butanone